5-[(4R,11aS)-9-(4-amino-2-oxo-pyrrolidin-1-yl)-4-methyl-1,3,4,6,11,11a-hexahydropyrazino[1,2-b]isoquinolin-2-yl]quinoline-8-carbonitrile NC1CC(N(C1)C1=CC=2C[C@@H]3N(CC2C=C1)[C@@H](CN(C3)C3=C1C=CC=NC1=C(C=C3)C#N)C)=O